[Pt](Cl)Cl.C(C)(C)P(C(C)C)C(C)C.C(C)(C)P(C(C)C)C(C)C bis(triisopropylphosphine) platinum (ii) chloride